14-methylhexadecanoic acid ethyl ester C(C)OC(CCCCCCCCCCCCC(CC)C)=O